C(C=C)(=O)SC(CSC=1SC(=NN1)SCCC)CCCC 2-acryloylthio-n-hexylthio-5-n-propylthio-1,3,4-thiadiazole